BrC=1C=C2C3=C(C(NC3=CC=C2)=O)C1 4-bromo-1H-benzo[cd]indol-2-one